methylammonium hexafluorophosphate F[P-](F)(F)(F)(F)F.C[NH3+]